COC1=CC=C(C=C1)S(=O)(=O)N1CC2=CC=CC(=C2CC1)C(CC(=O)O)C1=CC2=C(N(N=N2)C)C=C1 3-(2-(4-Methoxyphenylsulphonyl)-1,2,3,4-tetrahydroisoquinolin-5-yl)-3-(1-methyl-1H-benzo[d][1,2,3]triazol-5-yl)propionic acid